BrC1=CC(=C(O[C@H](C(=O)O)COC)C=C1F)C1CC1 (S)-2-(4-bromo-2-cyclopropyl-5-fluorophenoxy)-3-methoxypropionic acid